C(CSC1=CC=C(N=N1)N)SC1=CC=C(N=N1)N 6,6'-(ethane-1,2-diylbis(sulfanediyl))dipyridazin-3-amine